COC1=CC=C(C=N1)NC(C1=C(C=CC(=C1)C(F)(F)F)NC1=C(C=C(C=C1)OC(F)(F)F)C)=O N-(6-methoxypyridin-3-yl)-2-((2-methyl-4-(trifluoromethoxy)-phenyl)amino)-5-(trifluoromethyl)-benzamide